1-amino-3-fluoro-5-(methoxycarbonyl)pyridin-1-ium N[N+]1=CC(=CC(=C1)C(=O)OC)F